O=S1(C[C@@H](C=C1)NC(C1=C(N=C(C=C1)C1C(CCCC1)O)OC)=O)=O N-((R)-1,1-dioxido-2,3-dihydrothiophen-3-yl)-6-(2-hydroxycyclohexyl)-2-methoxynicotinamide